tert-butyl 3-[1-(2,6-dibenzyloxy-3-pyridyl)-3-methyl-2-oxo-benzimidazol-5-yl]-4-fluoro-piperidine-1-carboxylate C(C1=CC=CC=C1)OC1=NC(=CC=C1N1C(N(C2=C1C=CC(=C2)C2CN(CCC2F)C(=O)OC(C)(C)C)C)=O)OCC2=CC=CC=C2